(R)-N-(3,4-dimethoxybenzyl)-alpha-phenylethylamine COC=1C=C(CN[C@H](C)C2=CC=CC=C2)C=CC1OC